2-(3-bromopropyloxy)tetrahydro-2H-pyran BrCCCOC1OCCCC1